N-((6-chloro-5-(methyl-d3)-2-morpholinopyrimidin-4-yl)methyl)-5-methoxypicolinamide ClC1=C(C(=NC(=N1)N1CCOCC1)CNC(C1=NC=C(C=C1)OC)=O)C([2H])([2H])[2H]